ClC=1C=CC(=C(C1)S(=O)(=O)NC1=CC2=C(OCCC=3N2N=CC3)N=C1)OC 5-chloro-N-(4,5-dihydropyrazolo[1,5-d]pyrido[2,3-b][1,4]oxazepin-9-yl)-2-methoxybenzenesulfonamide